N7-(pyridin-2-ylmethyl)guanosine N1=C(C=CC=C1)C[N+]1=CN([C@H]2[C@H](O)[C@H](O)[C@@H](CO)O2)C=2N=C(NC(C12)=O)N